4-(8-hydroxyoctyloxy)-3-methoxybenzyl alcohol OCCCCCCCCOC1=C(C=C(CO)C=C1)OC